(-)-Methyl 3-(8-methyl-4-oxo-7-(trifluoromethyl)-2,3,4,5-tetrahydro-1H-benzo[b][1,4]diazepin-2-yl)benzoate CC=1C(=CC2=C(NC(CC(N2)=O)C=2C=C(C(=O)OC)C=CC2)C1)C(F)(F)F